5-((1R,5S,9r)-9-methoxy-3-(2-(2-oxooxazolidin-3-yl)ethyl)-3-azabicyclo[3.3.1]nonan-9-yl)thiophene-2-carboxamide (S)-2-hydroxysuccinate COC1(C2CCCC1CN(C2)CCN3CCOC3=O)C4=CC=C(S4)C(=O)N